C(C1=CC=CC=C1)(C1=CC=CC=C1)=NC1=CC2=C(C(N(N=C2C(C)C)C2(CC2)C(=O)OC(C)(C)C)=O)S1 tert-butyl 1-[2-(benzhydrylideneamino)-4-isopropyl-7-oxo-thieno[2,3-d]pyridazin-6-yl]cyclopropanecarboxylate